FC1=C(C=CC(=C1)F)N1N=C(C2=CC=CC=C2C1=O)N1CC(CCC1)C1(CC1)C(=O)O 1-(1-(3-(2,4-Difluorophenyl)-4-oxo-3,4-dihydrophthalazin-1-yl)piperidin-3-yl)cyclopropan-1-carboxylic acid